ethyl 2-methyl-6-(2-{[7-(5-methyl-1,2,4-oxadiazol-3-yl) isoquinolin-1-yl] amino} ethyl)-5-oxo-5,6,7,8-tetrahydro-1,6-naphthyridine-3-carboxylate CC1=NC=2CCN(C(C2C=C1C(=O)OCC)=O)CCNC1=NC=CC2=CC=C(C=C12)C1=NOC(=N1)C